C(C)(C)(C)C1=NC(OC1(C1=CC=CC=C1)C1=CC=CC=C1)C1=NC(=CC=C1)C1OC(C(=N1)C(C)(C)C)(C1=CC=CC=C1)C1=CC=CC=C1 2,6-bis[4-(R)-tert-butyl-5,5-diphenyl-2-oxazolyl]pyridine